Cl.N1[C@@H](COCC1)C(=O)OC methyl (S)-morpholine-3-carboxylate hydrochloride